ClC=1C(=C2C=NNC2=CC1C)C=1C(=NN(C1C)C1CC2(CNC2)C1)N1[C@@](CN(CC1)C1=CN=NC=C1)(C)CC (S)-5-chloro-4-(3-(2-ethyl-2-methyl-4-(pyridazin-4-yl)piperazin-1-yl)-5-methyl-1-(2-azaspiro[3.3]heptan-6-yl)-1H-pyrazol-4-yl)-6-methyl-1H-indazole